2-((5-bromopyridin-3-yl)oxy)-1-(4-(5-(trifluoromethyl)-1,2,4-oxadiazol-3-yl)phenyl)ethan-1-one BrC=1C=C(C=NC1)OCC(=O)C1=CC=C(C=C1)C1=NOC(=N1)C(F)(F)F